(3S,4S)-7-acetamido-2-(4-methylbenzyl)-N-(3-(4-methylpiperazin-1-yl)phenyl)-1-oxo-3-(4-(trifluoromethyl)phenyl)-1,2,3,4-tetrahydroisoquinoline-4-carboxamide C(C)(=O)NC1=CC=C2[C@@H]([C@H](N(C(C2=C1)=O)CC1=CC=C(C=C1)C)C1=CC=C(C=C1)C(F)(F)F)C(=O)NC1=CC(=CC=C1)N1CCN(CC1)C